C(=O)(O)C=1C=C(OC2=CC=C(C=C2)C(C(=O)OC(C(C)(C2=CC=C(C=C2)OC2=CC(=C(C=C2)C(=O)O)C(=O)O)C2=CC=C(C=C2)OC2=CC(=C(C=C2)C(=O)O)C(=O)O)=O)(C)C2=CC=C(C=C2)OC2=CC(=C(C=C2)C(=O)O)C(=O)O)C=CC1C(=O)O 2,2-bis[4-(3,4-dicarboxyphenoxy)phenyl]propionic anhydride